3,4,6-trichloro-1H-pyrazolo[3,4-d]pyrimidine ClC1=NNC2=NC(=NC(=C21)Cl)Cl